Cl.CC12C(CN(CC1)CC2)=O 4-methyl-1-azabicyclo[2.2.2]octan-3-one hydrochloride